FC1=C(N=CC2=C1N=C(N=C2N2CC(CC2)CNC(OC(C)(C)C)=O)OC[C@H]2N(CCC2)C)C2=CC(=CC1=CC=CC=C21)OCOC tert-butyl N-[[1-[8-fluoro-7-[3-(methoxymethoxy)-1-naphthyl]-2-[[(2S)-1-methylpyrrolidin-2-yl]methoxy]pyrido[4,3-d]pyrimidin-4-yl]pyrrolidin-3-yl]methyl]carbamate